NC(C(CCC(=O)OC(C)(C)C)N1C(C2=CC=C(C=C2C1)C=1N=C(N(C1)C)C1CCC(CC1)(C)C)=O)=O tert-Butyl 5-amino-4-(5-(2-(4,4-dimethylcyclohexyl)-1-methyl-1H-imidazol-4-yl)-1-oxoisoindolin-2-yl)-5-oxopentanoate